C1(=CC=CC=C1)CCC(SCCCCCCC(=O)NC=1SC=C(N1)C1=CC2=C(OCO2)C=C1)=O S-(7-((4-(benzo[d][1,3]dioxol-5-yl)thiazol-2-yl) amino)-7-oxoheptyl) 3-phenylpropane-thioate